(4-chloro-2-fluorophenyl)methan-d2-amine ClC1=CC(=C(C=C1)C(N)([2H])[2H])F